[Mn].[Cu].[Ni].[Co].[Fe] iron cobalt nickel copper manganese